O1C(=NC=C1)C=1N=CC(=NC1)C(=O)O 5-(1,3-Oxazol-2-yl)pyrazine-2-carboxylic acid